3-dimethylamino-2-(cholest-5-en-3β-oxybutan-4-yloxy)-1-(cis,cis-9,12-octadecadienoyloxy)propane CN(CC(COC(CCCCCCC\C=C/C\C=C/CCCCC)=O)OC(CCC)O[C@@H]1CC2=CC[C@H]3[C@@H]4CC[C@H]([C@@H](CCCC(C)C)C)[C@]4(CC[C@@H]3[C@]2(CC1)C)C)C